2-((3aR,5R,6aS)-5-(2,4-difluorophenoxy)-3a-hydroxyhexahydrocyclopenta[c]pyrrol-2(1H)-yl)-1-(1-(tetrahydro-2H-pyran-2-yl)-1H-indazol-5-yl)ethan-1-one FC1=C(O[C@H]2C[C@]3([C@H](CN(C3)CC(=O)C=3C=C4C=NN(C4=CC3)C3OCCCC3)C2)O)C=CC(=C1)F